2,4-difluorophenyl-magnesium bromide FC1=C(C=CC(=C1)F)[Mg]Br